NCC1=C(C=CC(=C1F)OC)C1=CC=C(C=C1)C(=O)OC methyl 2'-(aminomethyl)-3'-fluoro-4'-methoxy-[1,1'-biphenyl]-4-carboxylate